C1(CC1)S(=O)(=O)N1CCN(CC1)C1=C(C=CC=C1)C=CC(=O)NO 3-(2-(4-(cyclopropylsulfonyl)piperazin-1-yl)phenyl)-N-hydroxyacrylamide